ethylmethylamide tantalum(V) [Ta+5].C(C)[N-]C.C(C)[N-]C.C(C)[N-]C.C(C)[N-]C.C(C)[N-]C